3-(((tert-butoxycarbonyl)amino)methyl)-1-(4-methoxybenzyl)-2-oxopyrrolidine-3-carboxylic acid C(C)(C)(C)OC(=O)NCC1(C(N(CC1)CC1=CC=C(C=C1)OC)=O)C(=O)O